N-((1-(3-isopropylphenyl)-1,2,3,4-tetrahydroquinolin-3-yl)methyl)acrylamide C(C)(C)C=1C=C(C=CC1)N1CC(CC2=CC=CC=C12)CNC(C=C)=O